5-chloro-1'-{2-[2-(3-hydroxy-3-methylcyclobutyl)-1-methyl-7-(trifluoromethyl)-1H-1,3-benzimidazol-5-yloxy]ethyl}spiro[indoline-3,4'-piperidin]-2-one ClC=1C=C2C(=CC1)NC(C21CCN(CC1)CCOC1=CC2=C(N(C(=N2)C2CC(C2)(C)O)C)C(=C1)C(F)(F)F)=O